zinc dioctyl-sulphur phosphate P(=O)([O-])([O-])[O-].C(CCCCCCC)SCCCCCCCC.[Zn+2].P(=O)([O-])([O-])[O-].[Zn+2].[Zn+2]